ClC=1C=C(C=C(C1)Cl)NC(NC1=C(C(=O)O)C=CC(=C1)OC)=O 2-[3-(3,5-dichlorophenyl)ureido]-4-methoxy-benzoic acid